(3R*,4R*)-1-Cyclopropylmethyl-4-{[5-(2,4-difluoro-phenyl)-[1,2,4]oxadiazole-3-carbonyl]-amino}-piperidine-3-carboxylic acid (2-methoxy-1,1-dimethyl-ethyl)-amide COCC(C)(C)NC(=O)[C@@H]1CN(CC[C@H]1NC(=O)C1=NOC(=N1)C1=C(C=C(C=C1)F)F)CC1CC1 |o1:9,14|